[Cl-].NC=1C=CC=2C3=CC=C(C=C3C(N(C2C1)CC)C1=CC=CC=C1)N 3,8-diamino-5-ethyl-6-phenylphenanthridine chloride